N[C@H]1C2N(CC1CC2)C(=O)C=2C=C(C=1N(C2)N=C(C1C)C1=CC=2C(=NC=CC2)N1CC1CC1)F ((7R)-7-amino-2-azabicyclo[2.2.1]hept-2-yl)(2-(1-(cyclopropylmethyl)-1H-pyrrolo[2,3-b]pyridin-2-yl)-4-fluoro-3-methylpyrazolo[1,5-a]pyridin-6-yl)methanone